C(N)(=O)C1=CC(=NC2=C1N=CN=C2N[C@@H]2CN(CCC2)C(=O)OC(C)(C)C)C2=CC=C(C=C2)OCC(C)=O tert-butyl (3S)-3-({8-carbamoyl-6-[4-(2-oxopropoxy)phenyl]pyrido[3,2-d]pyrimidin-4-yl}amino)piperidine-1-carboxylate